OO Hydroxylalcohol